ClC=1C=C(CNC(CO)CC2=C(C=CC(=C2)OC)OC)C=C(C1)C 2-((3-chloro-5-methylbenzyl)amino)-3-(2,5-dimethoxyphenyl)propan-1-ol